1-(5-bromo-1H-indol-3-yl)-3-methylurea BrC=1C=C2C(=CNC2=CC1)NC(=O)NC